CC1=C(C=CC(=C1)C)C1CCC=2N(C1)C(N(N2)C2=NC=CC=C2)=O (+)-6-(2,4-dimethylphenyl)-2-(pyridin-2-yl)-5,6,7,8-tetrahydro-[1,2,4]triazolo[4,3-a]pyridin-3(2H)-one